1-(2-(2-benzylphenoxy)ethyl)-4-methylpiperazine hydrochloride Cl.C(C1=CC=CC=C1)C1=C(OCCN2CCN(CC2)C)C=CC=C1